[C@@H]12OC[C@@H](N(C1)CC(=O)N1CC3=C(CC1)NC(=N3)C3=NNC1=CC(=CC(=C31)F)C3=C(C=C(C(=C3)F)O)CC)C2 2-((1s,4s)-2-oxa-5-azabicyclo[2.2.1]hept-5-yl)-1-(2-(6-(2-ethyl-5-fluoro-4-hydroxyphenyl)-4-fluoro-1H-indazol-3-yl)-6,7-dihydro-1H-imidazo[4,5-c]pyridin-5(4H)-yl)ethanone